OC1(CCC2(OCCO2)CC1)C1=CC=C(C=N1)C1=NNC(O1)=O 5-(6-{8-hydroxy-1,4-dioxaspiro[4.5]decan-8-yl}pyridin-3-yl)-2,3-dihydro-1,3,4-oxadiazol-2-one